((((2S,5R)-2-((acetoxymethyl) carbamoyl)-7-oxo-1,6-diazabicyclo[3.2.1]octan-6-yl) oxysulfonyl) oxy)-2,2-dimethylpropionate C(C)(=O)OCNC(=O)[C@H]1N2C(N([C@H](CC1)C2)OS(=O)(=O)OCC(C(=O)[O-])(C)C)=O